methyl (S)-5-amino-2-(((benzyloxy)carbonyl)amino)pentanoate NCCC[C@@H](C(=O)OC)NC(=O)OCC1=CC=CC=C1